(5'S,7a'R)-5'-(3,5-difluoro-phenyl)-1-(4-ethynyl-benzoyl)tetrahydro-3'H-spiro[piperidine-4,2'-pyrrolo[2,1-b]oxazol]-3'-one FC=1C=C(C=C(C1)F)[C@@H]1CC[C@H]2OC3(C(N21)=O)CCN(CC3)C(C3=CC=C(C=C3)C#C)=O